C(#N)[C@H](CC1=CC=C(C=C1)C=1C=CC2=C(N(C(O2)=O)C)C1)NC(=O)[C@H]1OCC(CN(C1)C(=O)OC(C)(C)C)(C(F)(F)F)O tert-butyl (2S)-2-{[(1S)-1-cyano-2-[4-(3-methyl-2-oxo-2,3-dihydro-1,3-benzoxazol-5-yl)phenyl]ethyl]carbamoyl}-6-hydroxy-6-(trifluoromethyl)-1,4-oxazepane-4-carboxylate